TETRAHYDROTHIENOPYRIMIDINESULFONAMIDE N1C(NCC2=C1C=CS2)S(=O)(=O)N